9-(4-((1-(3-Fluoropropyl)azetidin-3-yl)methyl)phenyl)-8-(4-methoxy-2-methylphenyl)-6,7-dihydro-5H-benzo[7]annulen FCCCN1CC(C1)CC1=CC=C(C=C1)C1=C(CCCC2=C1C=CC=C2)C2=C(C=C(C=C2)OC)C